2-(N-(2-chloro-5-(trifluoromethyl)phenyl)phenylsulfonamido)-N-(piperidin-4-ylmethyl)acetamide ClC1=C(C=C(C=C1)C(F)(F)F)N(S(=O)(=O)C1=CC=CC=C1)CC(=O)NCC1CCNCC1